tert-butyl N-[2-[4-[6-(di-methylamino)pyridin-3-yl]phenyl]-1,3-benzothiazol-6-yl]-N-[2-(2-iodoethoxy)ethyl]carbamate CN(C1=CC=C(C=N1)C1=CC=C(C=C1)C=1SC2=C(N1)C=CC(=C2)N(C(OC(C)(C)C)=O)CCOCCI)C